6-chloromethylpyrimidine-2,4(1H,3H)-dione ClCC1=CC(NC(N1)=O)=O